C(#N)C[C@@H]1N(CCN(C1)C1=NC(=NC(=C1)C(NC1=CC(=CC2=CC=CC=C12)OC)=O)OC[C@@H]1N(CCC1)C)C(=O)OCC1=CC=CC=C1 benzyl (2S)-2-(cyanomethyl)-4-[6-[(3-methoxy-1-naphthyl)carbamoyl]-2-[[(2R)-1-methylpyrrolidin-2-yl]methoxy]pyrimidin-4-yl]piperazine-1-carboxylate